N-[6-(3-Amino-1H-indazol-5-yl)-2-methoxy-3-pyridyl]-5-methyl-3-phenyl-isoxazole-4-carboxamide NC1=NNC2=CC=C(C=C12)C1=CC=C(C(=N1)OC)NC(=O)C=1C(=NOC1C)C1=CC=CC=C1